5-[2-fluoro-4-[4-[(2-fluorophenyl)methyl]-5-oxo-1,2,4-triazol-1-yl]phenoxy]-4-methyl-N-tetrahydropyran-4-yl-thiazole-2-carboxamide FC1=C(OC2=C(N=C(S2)C(=O)NC2CCOCC2)C)C=CC(=C1)N1N=CN(C1=O)CC1=C(C=CC=C1)F